difluoro-di(4-ethoxycarbonylphenoxy)phthalonitrile FC=1C(=C(C(=C(C1C#N)C#N)OC1=CC=C(C=C1)C(=O)OCC)OC1=CC=C(C=C1)C(=O)OCC)F